ClC1=NC=C2C=C(N=C(C2=C1)N1CC(C1)(C)C)C1=C(C(=CC(=C1Cl)OC)OC)Cl 7-chloro-3-(2,6-dichloro-3,5-dimethoxyphenyl)-1-(3,3-dimethylazetidin-1-yl)-2,6-naphthyridine